ClC1=CC=C2C(NC3(CCN(CC3)C(=O)OC(C)(C)C)C2=C1)=O tert-butyl 6-chloro-3-oxospiro[isoindoline-1,4'-piperidine]-1'-carboxylate